BrC1=C(C(=C(C=C1)S(=O)(=O)N(C)CCCO)C)F bromo-3-fluoro-N-(3-hydroxypropyl)-N,2-dimethylbenzenesulfonamide